2,4-Dichloro-6-(4-methoxyphenyl)-1,3,5-triazine ClC1=NC(=NC(=N1)Cl)C1=CC=C(C=C1)OC